2-((((S)-3,3-dimethylbutan-2-yl)amino)methyl)-6-(3-((1s,3R)-3-methyl-1-(4-methyl-4H-1,2,4-triazol-3-yl)cyclobutyl)phenyl)-4-(trifluoromethyl)-1,6-dihydro-7H-pyrrolo[2,3-c]pyridin-7-one CC([C@H](C)NCC1=CC2=C(C(N(C=C2C(F)(F)F)C2=CC(=CC=C2)C2(CC(C2)C)C2=NN=CN2C)=O)N1)(C)C